C(C)OC(=O)C1(C(C=CC1)=O)C 1-methyl-2-oxocyclopent-3-ene-1-carboxylic acid ethyl ester